CC(C)([Si](OCCCOCCCOCCC=O)(C1=CC=CC=C1)C1=CC=CC=C1)C 2,2-dimethyl-3,3-diphenyl-4,8,12-trioxa-3-silapentadecan-15-al